C([C@H](C(=O)O)N)OP(=O)(O)O The molecule is the D-enantiomer of O-phosphoserine. It is a conjugate acid of an O-phosphonatooxy-D-serine(2-). It is an enantiomer of an O-phospho-L-serine.